1,2,6-trihydroxynaphthalene OC1=C(C=CC2=CC(=CC=C12)O)O